O1CCN(CC1)C1=CC(=NC=C1)NC=1SC2=NC(=CC=C2N1)C=1C=NNC1 N-(4-morpholinopyridin-2-yl)-5-(1H-pyrazol-4-yl)thiazolo[5,4-b]pyridin-2-amine